Bis(2-aminoethyl)amine NCCNCCN